ClC=1C=CC(=C(C(=O)NC)C1)NC1=NC(=NC=C1Cl)NC=1C=CC2=C(CC[C@H](CC2)N2CCCC2)C1 (S)-5-chloro-2-((5-chloro-2-((7-(pyrrolidin-1-yl)-6,7,8,9-tetrahydro-5H-benzo[7]annulen-2-yl)amino)pyrimidin-4-yl)amino)-N-methylbenzamide